NC(C(=O)O)(CCCCB(O)O)CCCCN1C(CCCC1)C1=CC=C(C=C1)F 2-amino-6-borono-2-(4-(2-(4-fluorophenyl)piperidin-1-yl)butyl)hexan-oic acid